N-[[6-(1,4,5,6-tetrahydrocyclopenta[c]pyrazole-3-carbonyl)-6-azaspiro[2.5]octan-2-yl]methyl]furo[2,3-c]pyridine-2-carboxamide N1N=C(C2=C1CCC2)C(=O)N2CCC1(C(C1)CNC(=O)C1=CC=3C(=CN=CC3)O1)CC2